COC(C)(C)OC (d)-2,2-Dimethoxypropane